(E)-N-(4-((4-([1,2,4]triazolo[1,5-a]pyridin-7-yloxy)-2-methoxy-5-methylphenyl)amino)-7-methoxyquinazolin-6-yl)-4-(5-hydroxyhexahydrocyclopenta[c]pyrrol-2(1H)-yl)but-2-enamide N=1C=NN2C1C=C(C=C2)OC2=CC(=C(C=C2C)NC2=NC=NC1=CC(=C(C=C21)NC(\C=C\CN2CC1C(C2)CC(C1)O)=O)OC)OC